[SiH4]=O silane oxide